C1=CC=CC=2C(C3=CC=CC=C3C3(C12)C1=CC=CC=C1NC=1C=CC=CC13)=O spiro[acridine-9,9'-anthracene]-10'-one